FC(CC(C(=O)NC1=NC=CC(=C1)C1=C(C=2N=CN=CC2N1)C1=NC=CC=C1)C1=CC=C(C=C1)F)F (+)-4,4-difluoro-2-(4-fluorophenyl)-N-{4-[7-(pyridin-2-yl)-5H-pyrrolo[3,2-d]pyrimidin-6-yl]pyridin-2-yl}butanamide